(S)-5-(7-chloro-3-((methoxymethoxy)methyl)-2-methyl-1,1-dioxido-5-phenyl-2,3,4,5-tetrahydrobenzo[f][1,2,5]thiadiazepin-8-yl)-2-fluorobenzoic acid ClC=1C(=CC2=C(N(C[C@H](N(S2(=O)=O)C)COCOC)C2=CC=CC=C2)C1)C=1C=CC(=C(C(=O)O)C1)F